C(CCC)C1=CC=C(C=C1)N=NC1=CC=CC=C1.[Na] sodium 4-butylazobenzene